methyl 4-chloro-3-[(4-hydroxy-4-methylpent-2-yn-1-yl) oxy]-5-nitrobenzoate ClC1=C(C=C(C(=O)OC)C=C1[N+](=O)[O-])OCC#CC(C)(C)O